3-(2-amino-[1,2,4]triazolo[1,5-a]pyridin-7-yl)-6-(2-(cyclopentyloxy)-5-fluorobenzyl)-7,8-dihydro-1,6-naphthyridin-5(6H)-one NC1=NN2C(C=C(C=C2)C=2C=NC=3CCN(C(C3C2)=O)CC2=C(C=CC(=C2)F)OC2CCCC2)=N1